4-(3-(3-cyclopropylprop-1-ynyl)phenoxy)-1,2,3-thiadiazole-5-carboxylic acid C1(CC1)CC#CC=1C=C(OC=2N=NSC2C(=O)O)C=CC1